(1-oxa-8-azaspiro[4.5]dec-3-ylamino)benzenesulfonamide O1CC(CC12CCNCC2)NC2=C(C=CC=C2)S(=O)(=O)N